[4-(2-hydroxypropan-2-yl)phenyl]boronic acid OC(C)(C)C1=CC=C(C=C1)B(O)O